C(CCC)OC1=C(C=C(C=C1)C=1C=C2CC(C(C2=CC1)NC(O[C@@H]1CN2CCC1CC2)=O)(C)C)Cl (S)-quinuclidin-3-yl (5-(4-butoxy-3-chlorophenyl)-2,2-dimethyl-2,3-dihydro-1H-inden-1-yl)carbamat